CN1N=CC(=C1)C1=CC=2N(C(=C1)C=1C=NC(=CC1)N1CCNCC1)C(=CN2)C#N 7-(1-methyl-1H-pyrazol-4-yl)-5-(6-(piperazin-1-yl)pyridin-3-yl)imidazo[1,2-a]Pyridine-3-carbonitrile